O=C1NC(CCC1N1C(C2=CC=CC(=C2C1=O)OCCCCCC1(C(=O)N)CC=C(C(=O)NC2=CC3=C(NC(=N3)CN3[C@H](CCC3)C)C=C2)C=C1)=O)=O 1-(5-((2-(2,6-dioxopiperidin-3-yl)-1,3-dioxoisoindolin-4-yl)oxy)pentyl)-N4-(2-(((S)-2-methylpyrrolidin-1-yl)methyl)-1H-benzo[d]imidazol-5-yl)terephthalamide